ClC=1C=NC(=C(C(=O)N(CC2=CC(=CC=C2)F)CC)C1)OC 5-chloro-N-ethyl-N-(3-fluorobenzyl)-2-methoxynicotinamide